ClC=1C=C2C(=CN(C2=CC1)C1=C(C=CC=C1)F)C=O 5-Chloro-1-(2-fluorophenyl)-1H-indole-3-carbaldehyde